C(C)(C)(C)C1N2C(C3=CC(=C(C=C3C1)C=1C=NC(=CC1C)F)OC)=CC(C(=C2)C(=O)O)=O 6-tert-butyl-9-(6-fluoro-4-methylpyridin-3-yl)-10-methoxy-2-oxo-6,7-dihydro-2H-pyrido[2,1-a]isoquinoline-3-carboxylic acid